2-methyl-6-(1-methylcyclopropoxy)-3-nitro-pyridine CC1=NC(=CC=C1[N+](=O)[O-])OC1(CC1)C